tert-butyl 4-(5-((2-(4-hydroxybenzoyl)hydrazinyl)sulfonyl)-2-nitrophenyl)piperazine-1-carboxylate OC1=CC=C(C(=O)NNS(=O)(=O)C=2C=CC(=C(C2)N2CCN(CC2)C(=O)OC(C)(C)C)[N+](=O)[O-])C=C1